[N+](=O)([O-])C=1C=NNC1C(=O)OCC ethyl 4-nitropyrazole-5-carboxylate